4-isopropoxybenzoic acid methyl ester COC(C1=CC=C(C=C1)OC(C)C)=O